ClC1=C(OC2=C1C=C(C=C2C(=O)OC(CF)CF)F)CNC(=O)C=2C=NN1C2N=CC=C1 1,3-Difluoropropan-2-yl 3-chloro-5-fluoro-2-((pyrazolo[1,5-a]pyrimidine-3-carboxamido)methyl)benzofuran-7-carboxylate